9-(18-bromooctadecyl)-9H-carbazole BrCCCCCCCCCCCCCCCCCCN1C2=CC=CC=C2C=2C=CC=CC12